C(C)(=O)O[C@@H]1[C@H](O[C@@H]([C@@H]([C@H]1OC(C)=O)NC(C)=O)OCC#C)COC(C)=O (2R,3S,4R,5R,6S)-5-acetamido-2-(acetoxymethyl)-6-(prop-2-yn-1-yloxy)tetrahydro-2H-pyran-3,4-diyl diacetate